5-Methylen-1,3-dioxan-4,6-dion C=C1C(OCOC1=O)=O